N,N-dimethyl-3-(5-(4-(2-oxopyrrolidin-1-yl)phenyl)pyridin-3-yl)-2H-pyrazolo[3,4-b]pyridine-5-carboxamide CN(C(=O)C1=CC=2C(N=C1)=NNC2C=2C=NC=C(C2)C2=CC=C(C=C2)N2C(CCC2)=O)C